Potassium hydrogentartrate O=C([O-])[C@H](O)[C@@H](O)C(=O)O.[K+]